N-(4-(5-methylthiazol-2-yl)benzyl)pyrazin-2-amine CC1=CN=C(S1)C1=CC=C(CNC2=NC=CN=C2)C=C1